1,8-Octanediaminium C(CCCCCCC[NH3+])[NH3+]